(S)-3-(4-(((R)-7-chloro-2,3-dihydrobenzo[b][1,4]dioxin-2-yl)methoxy)phenyl)-4-hexynoic acid ClC=1C=CC2=C(O[C@@H](CO2)COC2=CC=C(C=C2)[C@H](CC(=O)O)C#CC)C1